3-(2-imidazo[1,2-b]pyridazin-3-ylethynyl)-4-methyl-benzoic acid N=1C=C(N2N=CC=CC21)C#CC=2C=C(C(=O)O)C=CC2C